tris-iso-butylaluminum C(C(C)C)[Al](CC(C)C)CC(C)C